N1=C(C=CC=C1)C(=N)N pyridinecarboxamidine